Cl\C=C/Cl (Z)-1,2-dichloroethylene